C(C=C)N(CC(=O)OC(C)(C)C)C(=O)OC(C)(C)C tert-butyl 2-[allyl(tert-butoxycarbonyl)amino]acetate